C1(=CC=CC=C1)S(=O)(=O)NC1=CC=CC=C1 benzenesulfonylaniline